C(C)C=1C(=C2C(=CC1)N=C1C=CC3=C4C=CC=CC4=NC3=C12)CC diethyl-indolocarbazole